BrC1=C(C(=CC=C1)F)C(CC(=O)OC)=O methyl 3-(2-bromo-6-fluoro-phenyl)-3-oxo-propionate